NCC(CN1N=CN(C1=O)C1=NC=C(C=C1F)C=1C=NC(=CC1)C(F)(F)F)=C(F)F 2-[2-(aminomethyl)-3,3-difluoro-allyl]-4-[3-fluoro-5-[6-(trifluoromethyl)-3-pyridinyl]-2-pyridinyl]-1,2,4-triazol-3-one